4-benzyl-2-methylpiperazine-1-carboxylate C(C1=CC=CC=C1)N1CC(N(CC1)C(=O)[O-])C